3,5-dimethyl-6-nitro-1H-indole-2-carboxylic acid CC1=C(NC2=CC(=C(C=C12)C)[N+](=O)[O-])C(=O)O